[2,4-Bis(1,1-dimethylethyl) phenyl] phosphite P(OC1=C(C=C(C=C1)C(C)(C)C)C(C)(C)C)([O-])[O-]